C(C(C)C)(=O)N1CC2(CC2)C[C@H]1C(=O)N[C@@H](C[C@H]1C(NCC1)=O)C(COC(F)(F)F)=O (S)-5-isobutyryl-N-((S)-3-oxo-1-((S)-2-oxopyrrolidin-3-yl)-4-(trifluoromethoxy)butan-2-yl)-5-azaspiro[2.4]heptane-6-carboxamide